O=C1NC(CCC1N1C(C2=CC=C(C=C2C1=O)NC(CCN(C(OC(C)(C)C)=O)C)=O)=O)=O tert-butyl (3-((2-(2,6-dioxopiperidin-3-yl)-1,3-dioxoisoindolin-5-yl)amino)-3-oxopropyl)(methyl)carbamate